2-(6-{5-chloro-2-[(oxacyclohex-4-yl)amino]pyrimidin-4-yl}-1-oxo-2,3-dihydro-1H-isoindol-2-yl)-N-[1-(2-methyl-1,3-thiazol-4-yl)ethyl]acetamide ClC=1C(=NC(=NC1)NC1CCOCC1)C1=CC=C2CN(C(C2=C1)=O)CC(=O)NC(C)C=1N=C(SC1)C